C12C(CC(C=C1)C2)CO 5-Norbornene-2-Methanol